O\N=C(/N)\C1[C@H]2CN(C[C@@H]12)C1=CC(=C(C=C1)F)F (1R,5S,6R,Z)-N'-hydroxy-3-(3,4-difluorophenyl)-3-azabicyclo[3.1.0]hexane-6-carboxamidine